2,2'-dimethyl-2,2'-azobispropiononitrile CC(C#N)(C)N=NC(C#N)(C)C